2,9-diazaspiro[4.5]decan-1-one hydrochloride Cl.C1(NCCC12CCCNC2)=O